1-(4-(2-amino-5-(3-methyl-1H-pyrrolo[2,3-b]pyridin-4-yl)pyridin-3-yl)phenyl)pyrrolidin-2-one NC1=NC=C(C=C1C1=CC=C(C=C1)N1C(CCC1)=O)C1=C2C(=NC=C1)NC=C2C